C(C)(C)(C)OC(=O)N1[C@@H](C[C@@H](C1)C#N)COC (2s,4s)-4-cyano-2-(methoxymethyl)pyrrolidine-1-carboxylic acid tert-butyl ester